BrC1=NSC(=N1)C1=CC=CC=C1 3-bromo-5-phenyl-1,2,4-thiadiazole